C[C@@H]1[C@@H](CCC1)NC(OC1CCCC1)=O |&1:1| cyclopentyl ((1R,2SR)-2-methylcyclopentyl)carbamate